8-(2,5-dimethoxy-benzyl)-2-fluoro-9h-purin-6-ylamine COC1=C(CC=2NC3=NC(=NC(=C3N2)N)F)C=C(C=C1)OC